Rac-dimethylsilanediyl-bis[2-methyl-4-(3,5-dimethylphenyl)-5-methoxy-6-tert-butyl-inden-1-yl]zirconium dichloride [Cl-].[Cl-].C[Si](=[Zr+2](C1C(=CC2=C(C(=C(C=C12)C(C)(C)C)OC)C1=CC(=CC(=C1)C)C)C)C1C(=CC2=C(C(=C(C=C12)C(C)(C)C)OC)C1=CC(=CC(=C1)C)C)C)C